O.S(=O)(=O)([O-])[O-].[Co+2] cobaltous sulphate monohydrate